ClC1=CC2=C(CCNCC2)C=C1 7-chloro-2,3,4,5-tetrahydro-1H-benzo[d]azepine